O\N=C\1/CCC2=CC(=C(C=C12)O)C1=CC2=C(N=N1)N(N=N2)C2CC(NC(C2)(C)C)(C)C (3E)-3-(hydroxyimino)-6-[3-(2,2,6,6-tetramethylpiperidin-4-yl)-3H-[1,2,3]triazolo[4,5-c]pyridazin-6-yl]-2,3-dihydro-1H-inden-5-ol